COC1=C2C(=NC=C1)C(N(C21CCCCC1)CC1=CC=C(C=C1)OC)=O 4'-methoxy-6'-(4-methoxybenzyl)spiro[cyclohexane-1,5'-pyrrolo[3,4-b]pyridin]-7'(6'H)-one